(2E,4Z)-decadienoic acid ethyl ester (ethyl (2E,4Z)-decadienoate) C(C)/C(/C(=O)O)=C\C=C/CCCCC.C(C)OC(\C=C\C=C/CCCCC)=O